NC1=CC(=C(OC2=NC=NC3=CC=C(C=C23)OC)C=C1)F 4-(4-amino-2-fluorophenoxy)-6-methoxyquinazolin